3-(4-benzyloxyphenyl)-propionic acid C(C1=CC=CC=C1)OC1=CC=C(C=C1)CCC(=O)O